CS(=O)(=O)C1=CC(=C(C=C1)C(=O)C2=C([C@H]3CC[C@H](C3)C2=O)SC4=CC=CC=C4)Cl The molecule is a 3-[2-chloro-4-(methylsulfonyl)benzoyl]-4-(phenylthio)bicyclo[3.2.1]oct-3-en-2-one that has (1R,5S) configuration. The proherbicide benzobicyclon is a racemate consisting of equimolar amounts of this compound and its enantiomer. It is an enantiomer of a (1S,5R)-benzobicyclon.